BrCC1=C(C=CC=C1F)F 1-(bromomethyl)-2,6-difluorobenzene